P(=S)(OCCCCCCCCCCCCOC(C=C)=O)(O)[O-] acryloyloxydodecyl hydrogen thiophosphate